C(C=C)(=O)N1[C@@H](C[C@H](CC1)N1N=NC=2C(=NC=3C(=C(C(=CC3C21)C)C2=C(C(=CC=C2)C)Cl)F)N2C(COCC2)=O)CC#N 2-((2S,4S)-1-acryloyl-4-(7-(2-chloro-3-methylphenyl)-6-fluoro-8-methyl-4-(3-oxomorpholino)-1H-[1,2,3]triazolo[4,5-c]quinolin-1-yl)piperidin-2-yl)acetonitrile